6-fluoro-7-iodo-4,4-dimethyl-spiro[chromane-2,1'-cyclopropane]-8-carbonitrile FC=1C=C2C(CC3(CC3)OC2=C(C1I)C#N)(C)C